CN1C(CCC1=O)C(=O)ON1C(C2=CC=CC=C2C1=O)=O 1,3-dioxoisoindolin-2-yl 1-methyl-5-oxopyrrolidine-2-carboxylate